4-methoxy-2-nitro-5-[(3S)-tetrahydrofuran-3-yl]oxo-benzamide COC1=CC(=C(C(=O)N=O)C=C1[C@H]1COCC1)[N+](=O)[O-]